NC1=C(C=C(C=C1)B(O)O)F.C1(=CC=CC=C1)C(=CC1=CC=C(C=C1)C=1C2=CC=CC=C2C(=C2C=CC=CC12)C1=CC=C(C=C1)C=C(C1=CC=CC=C1)C1=CC=CC=C1)C1=CC=CC=C1 9,10-bis[4-(2,2-diphenylvinyl)phenyl]anthracene 4-amino-3-fluorophenyl-boronate